C[C@H]1N(CCOC1)C=1C=C(C=2N(N1)C=NC2)C2=CC=NN2C (3R)-3-methyl-4-[4-(1-methyl-1H-pyrazol-5-yl)imidazo[1,5-b]Pyridazin-2-yl]Morpholine